{3-[bis(3-sulfopropyl)(3-sulfonatopropyl)azaniumyl]propyl}dimethylsilanolate S(=O)(=O)(O)CCC[N+](CCC[Si]([O-])(C)C)(CCCS(=O)(=O)[O-])CCCS(=O)(=O)O